ClC=1C=C2C3=C(NC2=CC1)[C@@H](N(CC3)C3=NC(=NC(=N3)N3CCN(CC3)C)C(F)(F)F)CC(C)C (1S)-6-chloro-2-[4-(4-methylpiperazin-1-yl)-6-(trifluoromethyl)-1,3,5-triazin-2-yl]-1-(2-methylpropyl)-2,3,4,9-tetrahydro-1H-pyrido[3,4-b]indole